CC1=C(C(=O)NC2(CC2)C2=C3C=CC=NC3=CC(=C2)C(=C)C)C=C(C=C1)OCC1N(CC1)C 2-Methyl-5-((1-methylazetidin-2-yl)methoxy)-N-(1-(7-(prop-1-en-2-yl)quinolin-5-yl)cyclopropyl)benzamide